N1C=NC2=C1C=CC(=C2)N2C(OC[C@@H]2C2=CC=C(C=C2)N2CCCCC2)=O (S)-3-(1H-Benzo[d]imidazol-5-yl)-4-(4-(piperidin-1-yl)phenyl)oxazolidin-2-on